2-(4-benzyloxy-6-chloro-5-ethoxycarbonyl-2-methyl-3-pyridinyl)acetic acid C(C1=CC=CC=C1)OC1=C(C(=NC(=C1C(=O)OCC)Cl)C)CC(=O)O